Cl.Cl.N1=C(C(=CC=C1)C(=O)O)C1=CC=NC=C1 (2,4'-bipyridine)-3-carboxylic acid dihydrochloride